FC1=C(OCCCCCCCCCCC(=O)N2CCN(CC2)C=2C=C3C(N(C(C3=CC2F)=O)C2C(NC(CC2)=O)=O)=O)C(=CC=C1F)C=1N=C(SC1)N1CCOCC1 5-(4-(11-(2,3-difluoro-6-(2-morpholinothiazol-4-yl)phenoxy)undecanoyl)piperazin-1-yl)-2-(2,6-dioxopiperidin-3-yl)-6-fluoroisoindoline-1,3-dione